IC1=NC=C(C=C1)I 2,5-diiodopyridine